CN1N=CC(=C1)C1=CN=C2CC(C(NC2=C1)=O)[C@H](NC(OC(C)(C)C)=O)C1=CC=CC=C1 tert-butyl N-[(S)-[7-(1-methylpyrazol-4-yl)-2-oxo-3,4-dihydro-1H-1,5-naphthyridin-3-yl]-phenyl-methyl]carbamate